C1=CP=PP=P1 Tetraphosphine